ClC1=CC=C(C(=N1)CCl)C(C)Cl 6-chloro-3-(1-chloroethyl)-2-(chloromethyl)pyridine